(2R,4R)-1-((3-chloro-2-fluorophenyl)methyl-d2)-4-((3-fluoro-6-(thiazol-2-ylamino)pyridin-2-yl)methyl)-2-methylpiperidine-4-carboxylic acid ClC=1C(=C(C=CC1)C(N1[C@@H](C[C@@](CC1)(C(=O)O)CC1=NC(=CC=C1F)NC=1SC=CN1)C)([2H])[2H])F